ClC=1C=CC(=C(C1)C1=CN=CN1)F 5-(5-chloro-2-fluorophenyl)-1H-imidazole